Rac-(4aS,9aR)-7-(trifluoromethyl)-2,3,4,4a,9,9a-hexahydroindeno[2,1-b][1,4]oxazine FC(C1=CC=2C[C@H]3OCCN[C@H]3C2C=C1)(F)F |r|